[N+](=O)([O-])C1=CC=C(C=C1)OC(=O)N1C[C@@H]2[C@@H](OCC(N2)=O)CC1 (4aR,8aS)-3-oxo-4,4a,5,7,8,8a-hexahydroPyrido[4,3-b][1,4]Oxazine-6-carboxylic acid (4-nitrophenyl) ester